ethoxy-5-[(2R)-2-ethyl-4-[6-methoxy-2-(trifluoromethyl)pyridine-3-carbonyl]piperazin-1-yl]-N-[(3R)-1-methylpyrrolidin-3-yl]-[2,3'-bipyridine]-6-carboxamide C(C)OC=1C(=NC(=C(C1)N1[C@@H](CN(CC1)C(=O)C=1C(=NC(=CC1)OC)C(F)(F)F)CC)C(=O)N[C@H]1CN(CC1)C)C=1C=NC=CC1